O=C([C@H](O)[C@H](O)[C@H](O)C(=O)[O-])[O-] riboarate